C(N)(=N)C1=CC=C(OC2CCC(CC2)OC=2C=CC(=NC2)C(N)=N)C=C1 5-(((1r,4r)-4-(4-carbamimidoylphenoxy)cyclohexyl)oxy)picolinimidamide